4-butyldecyl 7-((7-((4-butyldecyl)oxy)-7-oxoheptyl)(5-hydroxypentyl)-amino)-6-hydroxyheptanoate C(CCC)C(CCCOC(CCCCCCN(CC(CCCCC(=O)OCCCC(CCCCCC)CCCC)O)CCCCCO)=O)CCCCCC